CN1C(N(C=C1)C)=O 1,3-dimethyl-imidazolone